6-amino-4-bromo-5-fluoro-benzopyran-7-carboxamide NC=1C(=CC2=C(C(=CCO2)Br)C1F)C(=O)N